2-(difluoromethyl)-8-fluoroquinolin-4-ol FC(C1=NC2=C(C=CC=C2C(=C1)O)F)F